1,3,3-trifluoro-1-propene FC=CC(F)F